[Ni].[Cd].[W] tungsten cadmium nickel